(S)-N-(2-amino-1-(3-chlorophenyl)-ethyl)-1-(5-methyl-2-((1-methyl-1H-pyrazol-5-yl)amino)-pyrimidin-4-yl)-1H-imidazole-4-carboxamide NC[C@H](C1=CC(=CC=C1)Cl)NC(=O)C=1N=CN(C1)C1=NC(=NC=C1C)NC1=CC=NN1C